C[C@@]12C(CC[C@H]1[C@@H]1CCC=3C=CC=CC3[C@H]1CC2)O estra-1,3,5(10)-trien-17-ol